3-(1-pyrrolidinyl)-1-propanol N1(CCCC1)CCCO